FC1=CC(=C(C(=O)NC=2SC=C(N2)C2=CC=C(C=C2)F)C=C1)NS(=O)(=O)C(C)C 4-fluoro-N-(4-(4-fluorophenyl)thiazol-2-yl)-2-((1-methylethyl)sulfonamido)benzamide